BrC=1SC(=C(N1)C1=CC(=C(OCCN(C(OC(C)(C)C)=O)C)C=C1)Cl)CC(C)C tert-butyl (2-(4-(2-bromo-5-isobutylthiazol-4-yl)-2-chlorophenoxy)ethyl)(methyl)carbamate